methyl 2-(2-bromo 5-methoxyphenyl)acetate BrC1=C(C=C(C=C1)OC)CC(=O)OC